FC1=CC=C(C=C1)C#CC1=CC=C(C=C1)O 4-(4-fluorophenylethynyl)phenol